Phenyl(2-oxazoline) C1(=CC=CC=C1)C=1OCCN1